CN1N=C2C(=CC(=CC2=C1)C=1SC2=C(N1)C=CC(=C2)C2CCNCC2)C 2-(2,7-Dimethyl-2H-indazol-5-yl)-6-(piperidin-4-yl)-1,3-benzothiazol